1-acetoxyethyl-2-(4-(4-(4-(diphenylmethoxy) piperidin-1-yl)-butyryl) phenyl)-2-methylpropionate C(C)(=O)OC(C)OC(C(C)(C)C1=CC=C(C=C1)C(CCCN1CCC(CC1)OC(C1=CC=CC=C1)C1=CC=CC=C1)=O)=O